N1=C(C=CC=C1)N=NC1=CC=C(N)C=C1 4-(2-pyridylazo)aniline